CN(C(CCCCCCCCC)CCCCCCCCC\C=C/CCCCCCCC)C (20Z)-N,N-dimethylnonacosan-20-en-10-amine